5-(1-acetyl-2-methyl-1,2,3,4-tetrahydroquinolin-6-yl)thiophene-2-carbaldehyde C(C)(=O)N1C(CCC2=CC(=CC=C12)C1=CC=C(S1)C=O)C